(3-(1,2,3,4-tetrahydroquinoline-2-yl)phenyl)methanol N1C(CCC2=CC=CC=C12)C=1C=C(C=CC1)CO